thymidine-d [C@]1(C[C@H](O)[C@@H](CO)O1)(N1C(=O)NC(=O)C(C)=C1)[2H]